FC[C@H](CN(CC[C@@H](C(=O)O)NC1=NC(=NC2=CC(=CC=C12)F)C)CCCCC1=NC=2NCCCC2C=C1)OC (S)-4-(((S)-3-fluoro-2-methoxypropyl)(4-(5,6,7,8-tetrahydro-1,8-naphthyridin-2-yl)butyl)amino)-2-((7-fluoro-2-methylquinazolin-4-yl)amino)butanoic acid